N-((1R)-3-cyano-3-azabicyclo[3.1.0]hexan-1-yl)-4-(3-phenoxypyridin-4-yl)benzamide C(#N)N1C[C@]2(CC2C1)NC(C1=CC=C(C=C1)C1=C(C=NC=C1)OC1=CC=CC=C1)=O